C(CCC)[Li] 1-n-butyl-lithium